(R)-N1-(2,6-Dichlorobenzyl)-N2-(pyridin-3-ylmethyl)pyrrolidine-1,2-dicarboxamide ClC1=C(CNC(=O)N2[C@H](CCC2)C(=O)NCC=2C=NC=CC2)C(=CC=C1)Cl